tert-Butyl (S)-2-((4-methyl-3-((1-(2-methyl-7-(3,3,3-trifluoropropyl)quinolin-5-yl)cyclopropyl) carbamoyl)phenoxy)methyl)azetidine-1-carboxylate CC1=C(C=C(OC[C@H]2N(CC2)C(=O)OC(C)(C)C)C=C1)C(NC1(CC1)C1=C2C=CC(=NC2=CC(=C1)CCC(F)(F)F)C)=O